ClC=1C=CC=C(C1Cl)F 3,4-dichloro-5-fluoro-benzene